C1CCC2=C(C=3CCCC3C=C12)NC(=O)N=[S@](=O)(N)C=1SC=C(C1)C(C)(C)O (R)-N'-(1,2,3,5,6,7-hexahydro-s-indacen-4-ylcarbamoyl)-4-(2-hydroxypropan-2-yl)thiophene-2-sulfonimidamide